COC(=O)CCCCC=C1C2=CC=CC=C2C(C=2C=CC=CC12)=CCCCCC(=O)OC 9,10-bis(methoxycarbonylpentylidene)anthracene